(1-methylpiperidin-4-yl)-N-phenethyl-3,4-dihydroquinoline-1(2H)-carboxamide CN1CCC(CC1)C1N(C2=CC=CC=C2CC1)C(=O)NCCC1=CC=CC=C1